FC1=CC(=CC=2N(C(=NC21)[C@H]2N(C[C@H](C2)O)C(=O)OC)C(C)C)B2OC(C(O2)(C)C)(C)C Methyl (2S,4S)-2-(4-fluoro-1-isopropyl-6-(4,4,5,5-tetramethyl-1,3,2-dioxaborolan-2-yl)-1H-benzo[d]imidazol-2-yl)-4-hydroxypyrrolidine-1-carboxylate